S1C(=CC=C1)C(=O)Cl thienyl-formyl chloride